OC1=C(C=CC(=C1)O)C(\C=C\C1=CC(=C(C=C1)OC)CN1N=CC(=C1)[N+](=O)[O-])=O (E)-1-(2,4-Dihydroxyphenyl)-3-[4-methoxy-3-[(4-nitropyrazol-1-yl)methyl]phenyl]prop-2-en-1-one